N-(5-((5-ethylhexahydropyrrolo[3,4-c]pyrrol-2(1H)-yl)methyl)pyridin-2-yl)-5-fluoro-4-(5-fluoro-1,1-dimethyl-2,3-dihydro-1H-benzo[d]pyrrolo[1,2-a]imidazol-7-yl)pyrimidin-2-amine C(C)N1CC2C(C1)CN(C2)CC=2C=CC(=NC2)NC2=NC=C(C(=N2)C2=CC1=C(N=C3N1C(CC3)(C)C)C(=C2)F)F